valeryl lactate C(C(O)C)(=O)OC(CCCC)=O